N[C@H](C(=O)NC1=C(C2=C(S1)CC1(CCC2)OC=CO1)C(C1=C(C=CC=C1F)F)=O)C (2S)-2-amino-N-[3'-(2,6-difluorobenzoyl)spiro[1,3-dioxol-2,7'-4,5,6,8-tetrahydrocyclohepta[b]thiophen]-2'-yl]propionamide